(S)-N-benzyl-3-cyclopropyl-2-hydroxypropionamide C(C1=CC=CC=C1)NC([C@H](CC1CC1)O)=O